5-bromo-7-methyl-3,4-dihydroquinoxalin-2(1H)-one BrC1=C2NCC(NC2=CC(=C1)C)=O